(R)-N-(4-(4-(oxetan-3-yl)piperazin-1-yl)phenyl)-6-(3-phenylisoxazolidin-2-yl)pyrimidin-4-amine O1CC(C1)N1CCN(CC1)C1=CC=C(C=C1)NC1=NC=NC(=C1)N1OCC[C@@H]1C1=CC=CC=C1